NC[C@H]1C(N[C@H](C(N[C@@H](CN([C@H](C(N([C@H](C(N[C@H](C(N1)=O)[C@H](C)CC)=O)CC(C)C)C)=O)C)CCCCCCCCCC)C)=O)COCCCN)=O (3S,6S,9S,12S,15S,18R)-6-(aminomethyl)-3-((3-aminopropoxy)methyl)-9-((R)-sec-butyl)-16-decyl-12-isobutyl-13,15,18-trimethyl-1,4,7,10,13,16-hexaazacyclooctadecane-2,5,8,11,14-pentaone